BrC1=CC=2C3=C(C=NC2C=C1F)N(C(C31CN(C1)C1=CC=C(C=C1)OC(F)(F)F)=O)C 8'-Bromo-7'-fluoro-3'-methyl-1-(4-(trifluoromethoxy)phenyl)spiro[azetidine-3,1'-pyrrolo[2,3-c]quinolin]-2'(3'H)-one